C1(=CC=CC=C1)[P](C(C1=C(C=C(C=C1C)C)C)=O)=O phenyl-(2,4,6-trimethyl-benzoyl)phosphorus oxide